N1N=CC(=C1)NC1=NC=C(C(=N1)NCC1=C(C=CC=C1F)F)C(=O)N 2-[(1H-pyrazol-4-yl)amino]-4-[(2,6-difluoro-benzyl)amino]pyrimidin-5-carboxamide